1-(indolin-5-yl)dihydropyrimidine-2,4(1h,3h)-dione N1CCC2=CC(=CC=C12)N1C(NC(CC1)=O)=O